N=1N(N=CC1)C1=C(C(=O)N)C(=CC=C1)Cl (1,2,3-triazol-2-yl)-6-chlorobenzamide